C(C1=CC=CC=C1)OC(C([C@H](C(F)(F)F)C)C=1C=C2CCCC2=CC1)=O (3R)-2-(2,3-Dihydro-1H-inden-5-yl)-4,4,4-trifluoro-3-methylbutyric acid benzyl ester